3-phenethylthiazol-2(3H)-imine C(CC1=CC=CC=C1)N1C(SC=C1)=N